3-(5-((2-(3-isopropoxyazetidin-1-yl)cyclopentyl)oxy)-1-oxoisoindolin-2-yl)piperidine-2,6-dione C(C)(C)OC1CN(C1)C1C(CCC1)OC=1C=C2CN(C(C2=CC1)=O)C1C(NC(CC1)=O)=O